C(=C)N1C(C(CC(CC1)C(C)C)C)=O N-vinyl-2-methyl-4-isopropyl-caprolactam